1-(6-((4-(4-amino-3-(4-phenoxyphenyl)-1H-pyrazolo[3,4-d]pyrimidin-1-yl)piperidin-1-yl)methyl)pyridazin-3-yl)dihydropyrimidine-2,4(1H,3H)-dione NC1=C2C(=NC=N1)N(N=C2C2=CC=C(C=C2)OC2=CC=CC=C2)C2CCN(CC2)CC2=CC=C(N=N2)N2C(NC(CC2)=O)=O